4-bromo-5-[(4-chlorophenyl)methyl]-1-methyl-1H-1,2,3-triazole BrC=1N=NN(C1CC1=CC=C(C=C1)Cl)C